3-(5-((4-(5-methylthiophen-2-yl)piperidin-1-yl)methyl)-1-oxoisoindolin-2-yl)piperidine-2,6-dione CC1=CC=C(S1)C1CCN(CC1)CC=1C=C2CN(C(C2=CC1)=O)C1C(NC(CC1)=O)=O